C(C)C1=CC=C(C=C1)C1=CC(=C(C=C1)C1=CC=C(C=C1)CCC)F 4''-ethyl-2'-fluoro-4-propyl-p-terphenyl